1-(3-methoxyphenyl)piperazine HCl Cl.COC=1C=C(C=CC1)N1CCNCC1